tert-butyl N-[5-[4-[[2-[(3R,4R)-3-fluoro-4-(3-methylsulfonylpropanoylamino)pyrrolidin-1-yl]-9-methyl-purin-6-yl]amino]-3-methoxy-pyrazol-1-yl]pentyl]carbamate F[C@@H]1CN(C[C@H]1NC(CCS(=O)(=O)C)=O)C1=NC(=C2N=CN(C2=N1)C)NC=1C(=NN(C1)CCCCCNC(OC(C)(C)C)=O)OC